FC1=CC=C2C(CCOC2=C1)C1=C(C(=O)NC2=CC(=CC=C2)NS(N)(=O)=O)C=CC(=C1)C(F)(F)F 2-(7-fluoro-chroman-4-yl)-N-(3-(sulfamoylamino)phenyl)-4-(trifluoromethyl)benzamide